4-[[(3R,4R)-1-(2-cyanoacetyl)-4-methyl-3-piperidyl]-methylamino]pyrrole C(#N)CC(=O)N1C[C@@H]([C@@H](CC1)C)N(C=1C=CNC1)C